NC=1C=C(C=NC1)C1N(CCOC1)C(=O)OC(C)(C)C tert-butyl 3-(5-aminopyridin-3-yl)morpholine-4-carboxylate